O,O-diethyl S-hydrogen phosphorodithioate P(OCC)(OCC)(=S)S